ClC=1C=C(C=CC1Cl)N1CCC2(CCN(CC2)C(=O)C2=CC=NC3=CC=C(C=C23)[N+](=O)[O-])CC1 4-(9-(3,4-dichlorophenyl)-3,9-diazaspiro[5.5]undecane-3-carbonyl)-6-nitroquinoline